5-(azetidin-3-ylamino)-2-methyl-N-((R)-1-(3-(5-((((S)-tetrahydrofuran-3-yl)amino)methyl)thiophen-2-yl)phenyl)ethyl)benzamide N1CC(C1)NC=1C=CC(=C(C(=O)N[C@H](C)C2=CC(=CC=C2)C=2SC(=CC2)CN[C@@H]2COCC2)C1)C